4-(3-((7H-pyrrolo[2,3-d]pyrimidin-4-yl)oxy)phenyl)-2-(thiazol-2-yl)but-3-yn-2-ol N1=CN=C(C2=C1NC=C2)OC=2C=C(C=CC2)C#CC(C)(O)C=2SC=CN2